(S)-2-((S)-5-chloro-6-fluoro-2-phenyl-2-((S)-pyrrolidin-2-yl)-2,3-dihydrobenzofuran-4-yl)-3-fluoro-4-((1S,2R)-2-hydroxycyclobutoxy)-N-((R)-tetrahydrofuran-3-yl)benzamide ClC=1C(=CC2=C(C[C@@](O2)([C@H]2NCCC2)C2=CC=CC=C2)C1C1=C(C(=O)N[C@H]2COCC2)C=CC(=C1F)O[C@@H]1[C@@H](CC1)O)F